ClC1=CC=C(C=C1)CN1C([C@H](CSC2=C1C=C(C=C2)C=2OC(=NN2)C2(CN(CCC2)C)F)NC(OC(C)(C)C)=O)=O tert-butyl N-[(3R)-5-[(4-chlorophenyl)methyl]-7-[5-(3-fluoro-1-methyl-3-piperidyl)-1,3,4-oxadiazol-2-yl]-4-oxo-2,3-dihydro-1,5-benzothiazepin-3-yl]carbamate